C(=O)=COCCC[SiH2]OC(C)C 3-(carbonylmethoxy)propyl-dimethylmethoxylsilane